Cl.Cl.FC=1C=C(C=C(C1)F)C=1SC=C(N1)C[C@@H]1NCC[C@@H]1NS(=O)(=O)CC N-((2S,3S)-2-((2-(3,5-difluorophenyl)-1,3-thiazol-4-yl)methyl)pyrrolidin-3-yl)ethanesulfonamide dihydrochloride